N-vinyl-decahydro-2-azecinone C(=C)N1C(CCCCCCCC1)=O